(2S,3R,4R,5S)-4-[[3-[2-(Difluoromethoxy)-3,4-difluorophenyl]-4,5-dimethyl-5-(trifluoromethyl)tetrahydrofuran-2-carbonyl]-amino]-5-methyl-pyridin-2-carboxamid FC(OC1=C(C=CC(=C1F)F)[C@@H]1[C@H](O[C@@]([C@@H]1C)(C(F)(F)F)C)C(=O)NC1=CC(=NC=C1C)C(=O)N)F